(1R,2R,3aS,10aR)-1-[(1E,3ξ)-4-(2,6-difluorophenyl)-4,4-difluoro-3-hydroxy-1-buten-1-yl]-5-fluoro-2-hydroxy-2,3,3a,9,10,10a-hexahydro-1H-benzo[b]cyclopenta[f]oxepin-6-carboxylic acid FC1=C(C(=CC=C1)F)C(C(/C=C/[C@H]1[C@@H](C[C@H]2[C@@H]1CCC1=C(O2)C(=C(C=C1)C(=O)O)F)O)O)(F)F